(R)-(4-(difluoromethyl)oxazol-5-yl)(4-(7-(trifluoromethyl)pyrazolo[1,5-a]pyridin-2-yl)-6,7-dihydro-1H-imidazo[4,5-c]pyridin-5(4H)-yl)methanone FC(C=1N=COC1C(=O)N1[C@H](C2=C(CC1)NC=N2)C2=NN1C(C=CC=C1C(F)(F)F)=C2)F